C(OCCl)(OCCCCCCCCCC)=O Chloromethyl Decyl Carbonate